O(OC(=O)O)C(=O)O peroxydicarboxylic acid